chloropentaanimine cobalt (III) chloride [Co](Cl)(Cl)Cl.ClC(CCCC)=N